4-Hydroxy-4-(5-methyl-1,3-benzooxazol-2-yl)piperidine-1-carboxylic acid tert-butyl ester C(C)(C)(C)OC(=O)N1CCC(CC1)(C=1OC2=C(N1)C=C(C=C2)C)O